(1-(((tert-butyldimethylsilyl)oxy)methyl)cyclobutyl)methanol [Si](C)(C)(C(C)(C)C)OCC1(CCC1)CO